C1(CC1)NC(C([C@H](CC=1C=NC=CC1)NC(CCCC)=O)O)=O N-((2S)-4-(cyclopropylamino)-3-hydroxy-4-oxo-1-(pyridin-3-yl)butan-2-yl)pentanamide